NC1=NC(=NC(=N1)N)CCN1C(=NC(=C1)C)CC 1-[2-(4,6-diamino-1,3,5-triazin-2-yl)ethyl]-2-ethyl-4-methylimidazole